COC1=C(C(=CC=C1)[N+](=O)[O-])SC#N 1-methoxy-3-nitro-2-thiocyanatobenzene